CN(C(CC)=O)C1CCN(CC1)C(=O)NC1=CC=C(C=C1)C(F)(F)F 4-(N-methylpropanamido)-N-[4-(trifluoromethyl)phenyl]piperidine-1-carboxamide